2-[3-methyl-4-(propane-2-yloxy)phenyl]acetyl chloride CC=1C=C(C=CC1OC(C)C)CC(=O)Cl